C1(CC1)S(=O)(=O)N1N=CC(=C1)C1=NC=CC(=N1)NC1=NC=C(C(=O)NCCF)C(=C1)NC1CCC(CC1)NCCF 6-((2-(1-(Cyclopropylsulfonyl)-1H-pyrazol-4-yl)pyrimidin-4-yl)amino)-N-(2-fluoroethyl)-4-(((1s,4s)-4-((2-fluoroethyl)amino)cyclohexyl)amino)nicotinamide